N'-hydroxy-2-naphthamidine ON=C(N)C1=CC2=CC=CC=C2C=C1